5-chloro-N-(2-cyano-4-fluorobenzyl)-2-methoxy-N-methylnicotinamide ClC=1C=NC(=C(C(=O)N(C)CC2=C(C=C(C=C2)F)C#N)C1)OC